O=C1NC(CCC1N1C(C2=CC=CC(=C2C1=O)NCCOCCOC=1C=C(C=CC1)CC(=O)NC=1SC(=C(N1)C=1C=C2CCN(C2=CC1)C(C1=C(C=NC=C1)C)=O)C)=O)=O 2-(3-(2-(2-((2-(2,6-dioxopiperidin-3-yl)-1,3-dioxoisoindolin-4-yl)amino)ethoxy)ethoxy)phenyl)-N-(5-methyl-4-(1-(3-methylisonicotinoyl)indolin-5-yl)thiazol-2-yl)acetamide